The molecule is an acyl chloride consisting of benzoyl chloride having a chloro substituent in the ortho-position. It is an acyl chloride and a member of monochlorobenzenes. It derives from a 2-chlorobenzoic acid. C1=CC=C(C(=C1)C(=O)Cl)Cl